FC1=C(COC2=CC=C(C=C2)OS(=O)(=O)F)C(=CC(=C1)C=1N(C=CN1)C)F.FC(OC1=C(N)C=CC(=C1)C)F 2-(difluoromethoxy)-4-methyl-aniline 4-((2,6-difluoro-4-(1-methyl-1H-imidazol-2-yl)benzyl)oxy)phenyl-sulfurofluoridate